C(C)C1=CN=C(NC1=O)C1CC(CC1)N1CCN(CC1)C=1C=CC(=NC1F)C(=O)NC 5-(4-(3-(5-ethyl-6-oxo-1,6-dihydropyrimidin-2-yl)cyclopentyl)piperazin-1-yl)-6-fluoro-N-methylpicolinamide